CC1=C(C=CC(=C1)C)S(=O)(=O)N 2,4-dimethylbenzenesulfonamide